2-({6-methylimidazo[1,2-a]pyridin-2-yl}methyl)-5-[(morpholin-4-yl)methyl]-1,2-dihydro-2,7-naphthyridin-1-one CC=1C=CC=2N(C1)C=C(N2)CN2C(C1=CN=CC(=C1C=C2)CN2CCOCC2)=O